1-(2-acetylquinolin-4-yl)-N-(5-chloro-6-(2H-1,2,3-triazol-2-yl)pyridin-3-yl)-5-(trifluoromethyl)-1H-pyrazole-4-carboxamide C(C)(=O)C1=NC2=CC=CC=C2C(=C1)N1N=CC(=C1C(F)(F)F)C(=O)NC=1C=NC(=C(C1)Cl)N1N=CC=N1